CNC=1SC2=C(N1)C=CC=C2C N,7-dimethyl-benzo[d]thiazol-2-amine